ethyl-[3-(difluoromethoxy)-5-methoxyphenyl] propionate C(CC)(=O)OC1=C(C(=CC(=C1)OC)OC(F)F)CC